BrC=1C=C(C=C2C(N(C(=NC12)N1C[C@@H]2C([C@@H]2C1)O)C)=O)F 8-bromo-6-fluoro-2-((1R,5S,6s)-6-hydroxy-3-azabicyclo[3.1.0]hexan-3-yl)-3-methylquinazolin-4(3H)-one